BrCC=1C=C(C(=O)N)C=CC1 3-(bromomethyl)benzamide